ICC1CC=2NC(C(=CC2CO1)C=C)=O 7-(iodomethyl)-3-vinyl-1,5,7,8-tetrahydro-2H-pyrano[4,3-b]pyridin-2-one